N-myristoyl-threonine C(CCCCCCCCCCCCC)(=O)N[C@@H]([C@H](O)C)C(=O)O